6-{5-chloro-2-[(oxan-4-yl)amino]pyrimidin-4-yl}-2-[2-(3-methyl-3-phenylazetidin-1-yl)-2-oxoethyl]-2,3-dihydro-1H-isoindol-1-one ClC=1C(=NC(=NC1)NC1CCOCC1)C1=CC=C2CN(C(C2=C1)=O)CC(=O)N1CC(C1)(C1=CC=CC=C1)C